NC1=C(C=C(C=N1)C=1C=C2N(N1)CCC21CN(C1)C(=O)N[C@H](C)C1=C(C=CC=C1)C#N)C(F)(F)F 2'-[6-amino-5-(trifluoromethyl)pyridin-3-yl]-N-[(1R)-1-(2-cyanophenyl)ethyl]-5',6'-dihydrospiro[azetidine-3,4'-pyrrolo[1,2-b]pyrazole]-1-carboxamide